C(=O)(O)CCC=1C=C(C=CC1)C1=C2NC=NC2=NC=N1 6-(3-(2-carboxyethyl)phenyl)-purine